FC(C=1C=C(C=C(C1)C(F)(F)F)B(C1=C(C(=C(C(=C1F)F)C(F)(F)F)F)F)C1=CC(=CC(=C1)C(F)(F)F)C(F)(F)F)(F)F bis(3,5-bis(trifluoromethyl)phenyl)(2,3,5,6-tetrafluoro-4-trifluoromethylphenyl)borane